ClC1=NC=C(C(=N1)C1=CNC2=C(C=CC=C12)C)F 3-(2-chloro-5-fluoropyrimidin-4-yl)-7-methyl-1H-indole